C(C)(=O)NC1=NC=CC(=C1)NC1=C(C=CC(=N1)N1CCN(CC1)C(=O)OC(C)(C)C)[N+](=O)[O-] tert-Butyl 4-[6-[(2-acetamido-4-pyridyl)amino]-5-nitro-2-pyridyl]piperazine-1-carboxylate